ClC=1C(=C2C(N(CC2=CC1)C1C(NC(CC1)=O)=O)=O)NC(C)=O N-(5-chloro-2-(2,6-dioxopiperidin-3-yl)-3-oxoisoindolin-4-yl)acetamide